CC1=NC(=CC=C1N1CCN(CC1)CC=1C=CC=2C=3C(C(NC2C1)=O)=CSN3)C(NC)=O 7-((4-(2-methyl-6-(methylcarbamoyl)pyridin-3-yl)piperazin-1-yl)methyl)isothiazolo[4,3-c]quinolin-4(5H)-one